1-(trans-5-(3-methyl-4-(trifluoromethyl)phenoxy)octahydro-cyclopenta[c]pyrrole-2-carbonyl)-1H-pyrazole-3-carboxylic acid CC=1C=C(OC2CC3C(CN(C3)C(=O)N3N=C(C=C3)C(=O)O)C2)C=CC1C(F)(F)F